NC=1N=NC(=CC1N1CCC(CC1)OC(=O)N[C@H](C(=O)OC)C(C)(C)C)C1=C(C=CC=C1)O methyl (S)-2-((((1-(3-amino-6-(2-hydroxyphenyl) pyridazin-4-yl) piperidin-4-yl) oxy) carbonyl) amino)-3,3-dimethylbutyrate